FC=1C(=C(C=CC1F)C1C(OC(C1C)(C(F)(F)F)C)C(=O)NC1=CC(=NC=C1)NC(=O)NC(C(Cl)(Cl)Cl)=O)OC 3-(3,4-Difluoro-2-methoxyphenyl)-4,5-dimethyl-N-(2-(3-(2,2,2-trichloroacetyl)ureido)pyridin-4-yl)-5-(trifluoromethyl)tetrahydrofuran-2-carboxamide